COCC(=O)N1[C@H](CN(CC1)C1=CC(=NC=C1)NC=1SC2=NC(=CC=C2N1)C1=CC=NC=C1)C (S)-2-methoxy-1-(2-methyl-4-(2-((5-(pyridin-4-yl)thiazolo[5,4-b]pyridin-2-yl)amino)pyridin-4-yl)piperazin-1-yl)ethanone